tert-Butyl 4-{2-[(S)-amino(4,4-difluorocyclohexyl)methyl]-4-fluoro-1H-benzimidazol-5-yl}tetrahydropyran-4-carboxylate N[C@H](C1=NC2=C(N1)C=CC(=C2F)C2(CCOCC2)C(=O)OC(C)(C)C)C2CCC(CC2)(F)F